O1[C@@H](COCC1)COC=1N2CCC3=C(C2=C(C(C1)=O)C)C=CC(=C3)N3CCCCC3 4-[[(2S)-1,4-dioxan-2-yl]methoxy]-1-methyl-9-(1-piperidyl)-6,7-dihydrobenzo[a]quinolizin-2-one